7-amino-4-(3-cyclopropyl-1H-indazol-5-yl)-2-[(oxiran-2-yl)methyl]-2,3-dihydro-1H-isoindol-1-one NC=1C=CC(=C2CN(C(C12)=O)CC1OC1)C=1C=C2C(=NNC2=CC1)C1CC1